4-(4-(benzo[d]thiazol-2-ylcarbamoyl)benzyl)-N-(4-chlorophenyl)piperazine-1-carboxamide S1C(=NC2=C1C=CC=C2)NC(=O)C2=CC=C(CN1CCN(CC1)C(=O)NC1=CC=C(C=C1)Cl)C=C2